3-methyl-5-(N-(2-(5-bromothiophen-2-yl)ethyl)sulfamoyl)benzofuran CC1=COC2=C1C=C(C=C2)S(NCCC=2SC(=CC2)Br)(=O)=O